CC1C2(C(=C(C(C1[Si](OCC)(OCC)C)(C2(Cl)Cl)Cl)Cl)Cl)Cl methyl-1,2,3,4,7,7-hexachloro-6-methyldiethoxysilyl-2-norbornene